P(OCC)(OCC(=O)NO)=O ethyl (2-(hydroxyamino)-2-oxoethyl) phosphonate